COC(=O)C1=CC=2C(=NC(N2)([2H])[2H])C=C1[N+](=O)[O-] 2,2-dideutero-6-nitro-1,3-benzodiazole-5-carboxylic acid methyl ester